tert-butyl (5-(cyclohexyl(hydroxy)methyl)pyridin-2-yl)carbamate C1(CCCCC1)C(C=1C=CC(=NC1)NC(OC(C)(C)C)=O)O